(5-Fluoro-2-(2H-1,2,3-triazol-2-yl)phenyl)((1R,4R,6S)-4-methyl-3,8-diazabicyclo[4.2.0]octan-3-yl)methanone FC=1C=CC(=C(C1)C(=O)N1C[C@@H]2NC[C@@H]2C[C@H]1C)N1N=CC=N1